C1(=CC=CC=C1)C1CCN2C1=NC(=C2)C(CC)=O 1-(7-phenyl-6,7-dihydro-5H-pyrrolo[1,2-a]imidazol-2-yl)propan-1-one